2-((2S)-1-((1-methylazepan-2-yl)sulfonyl)piperazin-2-yl)acetonitrile CN1C(CCCCC1)S(=O)(=O)N1[C@H](CNCC1)CC#N